[Fe].[PH2](OC(CCC)CC)=O ethylbutyl phosphinate iron